(R)-N2-(3,3-Difluoro-1-(oxetan-3-yl)piperidin-4-yl)-N4-methyl-5-(3-(2,2,2-trifluoroethyl)-3H-imidazo[4,5-b]pyridin-5-yl)pyrrolo[2,1-f][1,2,4]triazine-2,4-diamine FC1(CN(CC[C@H]1NC1=NN2C(C(=N1)NC)=C(C=C2)C2=CC=C1C(=N2)N(C=N1)CC(F)(F)F)C1COC1)F